ethyl 5,6,7,8-tetrahydro-[1,2,4]triazolo[1,5-a]pyrazine-2-carboxylate N=1C(=NN2C1CNCC2)C(=O)OCC